6-Amino-3-((1r,4r)-4'-chloro-4-hydroxy-4-methyl-1',2'-dihydrospiro[cyclohexane-1,3'-pyrrolo[2,3-b]pyridin]-5'-yl)-2-fluoro-N,N-dimethylbenzamide NC1=CC=C(C(=C1C(=O)N(C)C)F)C=1C(=C2C(=NC1)NCC21CCC(CC1)(C)O)Cl